CN(C=1NSSN1)C N,N-dimethyl-3H-1,2,3,5-dithiadiazole-4-amine